1,3-dimethylpentacyclo-[6.6.1.13,6.02,7.09,14]-4-hexadecene CC12C3C4(C=CC(C3C(C3CCCCC31)C2)C4)C